5-methyl-benzothiophene CC=1C=CC2=C(C=CS2)C1